ClC=1C=C2C(=CN=C(C2=CN1)OC1CC1)C(C)=O 1-(6-chloro-1-cyclopropoxy-2,7-naphthyridin-4-yl)ethan-1-one